C(CCCCC)=O Hexanaldehyde